C(C)(=O)OC1=CC=C(C=C1)C1=C(CCC2=CC(=CC=C12)OCC1=CC=CC=C1)C1=CC=CC=C1 [4-(6-benzyloxy-2-phenyl-3,4-dihydronaphthalen-1-yl) phenyl] acetate